COC1=CC(=CC2=C1OCCO2)/C=C/S(=O)(=O)N2C(C=CCC2)=O 1-{[(E)-2-(8-methoxy-2,3-dihydro-1,4-benzodioxin-6-yl)ethenyl]sulfonyl}-5,6-dihydropyridin-2(1H)-one